potassium 3-cyano-8-quinolinesulfonate C(#N)C=1C=NC2=C(C=CC=C2C1)S(=O)(=O)[O-].[K+]